ClC=1C(=C(C=CC1)\C=1\CCCC2=C(\C1\C1=CC=C(C=C1)C=C1CN(CC1)CCCF)C=CC(=C2)C(=O)O)C (Z)-8-(3-chloro-2-methylphenyl)-9-(4-((1-(3-fluoropropyl)pyrrolidin-3-ylidene)methyl)phenyl)-6,7-dihydro-5H-benzo[7]annulene-3-carboxylic acid